[4-(4-methoxyphenyl)-1H-pyrrol-2-yl](3,4,5-trimethoxyphenyl)methanone COC1=CC=C(C=C1)C=1C=C(NC1)C(=O)C1=CC(=C(C(=C1)OC)OC)OC